(S)-N-((S)-4-(benzylamino)-3,4-dioxo-1-(1H-pyrazol-3-yl)butan-2-yl)-5-(1H-indole-2-carbonyl)-5-azaspiro[2.4]heptane-6-carboxamide C(C1=CC=CC=C1)NC(C([C@H](CC1=NNC=C1)NC(=O)[C@H]1N(CC2(CC2)C1)C(=O)C=1NC2=CC=CC=C2C1)=O)=O